3,13-diazatricyclo[7.4.0.02,7]tridecane-1(9),2(7),3,5,10,12-hexa-en-8-one C1=2C=3N=CC=CC3C(C2C=CC=N1)=O